C(N)(=O)C1=CC2=C(S1)C=C(C(=C2)C2=NNC=C2NC(=O)C=2C=NN1C2N=CC=C1)OC N-(3-(2-carbamoyl-6-methoxybenzo[b]thiophen-5-yl)-1H-pyrazol-4-yl)pyrazolo[1,5-a]pyrimidine-3-carboxamide